3,3',5,5'-Tetra-tert-butyl-4,4'-dihydroxy-1,1'-biphenyl C(C)(C)(C)C=1C=C(C=C(C1O)C(C)(C)C)C1=CC(=C(C(=C1)C(C)(C)C)O)C(C)(C)C